(E)-4-(4-chlorophenyl)-1-(1H-1,2,4-triazole-1-yl)butan-3-en-2-one ClC1=CC=C(C=C1)/C=C/C(CN1N=CN=C1)=O